C(C)C=1SC(=CN1)S(=O)(=O)NC=1C(=NC=C(C1)C1=CC=2C3=C(C=NC2C=C1)N(C(C31CCC1)=O)C)OCCNC 2-Ethyl-N-(5-(3'-methyl-2'-oxo-2',3'-dihydrospiro[cyclobutane-1,1'-pyrrolo[2,3-c]quinolin]-8'-yl)-2-(2-(methylamino)ethoxy)pyridin-3-yl)thiazole-5-sulfonamide